C(C1=CC=CC=C1)OC(NC1=C(C=C(C=C1)F)C=O)=O (4-FLUORO-2-FORMYL-PHENYL)-CARBAMIC ACID BENZYL ESTER